4-(4-(3-fluoro-4-(4-isopropylpiperazin-1-yl)phenyl)quinazolin-6-yl)pyridin-2-amine FC=1C=C(C=CC1N1CCN(CC1)C(C)C)C1=NC=NC2=CC=C(C=C12)C1=CC(=NC=C1)N